(2s,4r)-4-hydroxy-2-((2-hydroxy-4-(4-methylthiazol-5-yl)benzyl)carbamoyl)pyrrolidine-1-carboxylic acid tert-butyl ester C(C)(C)(C)OC(=O)N1[C@@H](C[C@H](C1)O)C(NCC1=C(C=C(C=C1)C1=C(N=CS1)C)O)=O